5-(3-((1-(1-((4-cyanonaphthalen-1-yl)amino)-2-methyl-1-oxopropan-2-yl)-1H-pyrazol-4-yl)ethynyl)azetidin-1-yl)-N-(2,6-dioxopiperidin-3-yl)picolinamide C(#N)C1=CC=C(C2=CC=CC=C12)NC(C(C)(C)N1N=CC(=C1)C#CC1CN(C1)C=1C=CC(=NC1)C(=O)NC1C(NC(CC1)=O)=O)=O